C1(=CC(=CC=C1)C[C@H]1[C@H](CCC2=CC=CC(N12)=O)NS(=O)(=O)C)C1=CC=CC=C1 |r| rac-N-{(3S,4S)-4-[([1,1'-biphenyl]-3-yl)methyl]-6-oxo-1,3,4,6-tetrahydro-2H-quinolizin-3-yl}methanesulfonamide